(E)-5,5-dimethyl-3-(2-(naphthalen-1-yl)vinyl)cyclohex-2-en-1-one CC1(CC(=CC(C1)=O)\C=C\C1=CC=CC2=CC=CC=C12)C